OC1CN(CC1)CC#CC1=CC2=C(OC[C@@H](C(N2C)=O)NC(C(=O)N[C@H](C)C2=CC=CC=C2)=O)C=C1 N1-((3S)-7-(3-(3-hydroxypyrrolidin-1-yl)prop-1-yn-1-yl)-5-methyl-4-oxo-2,3,4,5-tetrahydrobenzo[b][1,4]oxazepin-3-yl)-N2-((R)-1-phenylethyl)oxalamide